OCC1CCN(CC1)C1CN(C1)C(=O)OC(C)(C)C tert-butyl 3-(4-(hydroxymethyl)piperidin-1-yl)azetidine-1-carboxylate